(2S)-2-[9H-fluoren-9-ylmethoxycarbonyl-(methyl)amino]-3-(4-methoxyphenyl)propanoic acid C1=CC=CC=2C3=CC=CC=C3C(C12)COC(=O)N([C@H](C(=O)O)CC1=CC=C(C=C1)OC)C